1-(1Z-hexadecenyl)-2-(9Z-hexadecenoyl)-glycero-3-phosphoserine CCCCCCCCCCCCCC/C=C\OC[C@H](COP(=O)(O)OC[C@@H](C(=O)O)N)OC(=O)CCCCCCC/C=C\CCCCCC